4-(1,1-difluoroethoxy)phenyl (5R)-3,3-difluoro-5-(2-oxopyrrolidin-1-yl)piperidine-1-carboxylate FC1(CN(C[C@@H](C1)N1C(CCC1)=O)C(=O)OC1=CC=C(C=C1)OC(C)(F)F)F